3-allyl-phenethylamine phosphate P(=O)(O)(O)O.C(C=C)C=1C=C(CCN)C=CC1